[Cl-].ClCC[NH+](C)C (2-chloroethyl)-dimethyl-ammonium chloride